NC=1C=CC2=C(N=C(O2)C2=CC=C(C=C2)N)C1 5-amino-2-(p-aminophenyl)benzoxazole